2-[1-({1-[(6-methylquinolin-4-yl)carbonyl]piperidin-3-yl}methyl)-1H-1,2,3-triazol-4-yl]propan-2-amine CC=1C=C2C(=CC=NC2=CC1)C(=O)N1CC(CCC1)CN1N=NC(=C1)C(C)(C)N